bis-(di-tert-butyl-(4-dimethylaminophenyl)phosphine) palladium (II) dichloride [Pd](Cl)Cl.C(C)(C)(C)P(C1=CC=C(C=C1)N(C)C)C(C)(C)C.C(C)(C)(C)P(C1=CC=C(C=C1)N(C)C)C(C)(C)C